rel-(1R,3S)-3-(3-((2-(methoxymethyl)pyrazolo[1,5-a]pyrazin-4-yl)amino)-1H-pyrazol-5-yl)cyclopentyl isopropylcarbamate C(C)(C)NC(O[C@H]1C[C@H](CC1)C1=CC(=NN1)NC=1C=2N(C=CN1)N=C(C2)COC)=O |o1:6,8|